NC1=C(C=2N(C=C1C(=O)[O-])C(=NN2)C)C2=C(C(=CC=C2)OC)C 7-amino-8-(3-methoxy-2-methylphenyl)-3-methyl-[1,2,4]triazolo[4,3-a]pyridine-6-carboxylate